P(=O)(OCCCl)([O-])[O-] (β-chloroethyl) Phosphate